bromo-2'-oxospiro[cyclopentane-1,3'-indoline]-5'-carboxylic acid BrN1C(C2(C3=CC(=CC=C13)C(=O)O)CCCC2)=O